CC1=CC=CC(=N1)C1=NC(=C2N=CNC2=N1)N1C=CC=2C(=NC=CC21)N 1-(2-(6-methylpyridin-2-yl)-9H-purin-6-yl)-1H-pyrrolo[3,2-c]pyridin-4-amine